FC(C1=NN=C(S1)N1N=CC2=C(C=C(C=C12)S(=O)(=O)NC1(COC1)C)N1CCN(CC1)S(=O)(=O)C(C)C)F 1-[5-(difluoromethyl)-1,3,4-thiadiazol-2-yl]-N-(3-methyloxetan-3-yl)-4-[4-(propane-2-sulfonyl)piperazin-1-yl]indazole-6-sulfonamide